C(C)[C@H]1[C@@H](C1)C(=O)NC=1N=CC2=C(N=CC(=C2C1)C1=NN2C(C=CC(=C2)N2CCOCC2)=N1)NC (1R,2R)-2-ethyl-N-(8-(methylamino)-5-(6-morpholino-[1,2,4]triazolo[1,5-a]pyridin-2-yl)-2,7-naphthyridin-3-yl)cyclopropane-1-carboxamide